COC=1C=C(C=C(C1)OC)NCCNC(C)C N-(3,5-dimethoxyphenyl)-N'-isopropyl-1,2-ethylenediamine